C(C)OC(C(C)(C1=CC=C(C=C1)B1OC(C(O1)(C)C)(C)C)C)=O 2-methyl-2-(4-(4,4,5,5-tetramethyl-1,3,2-dioxaborolan-2-yl)phenyl)-propionic acid ethyl ester